ethyl 3-(3-iodophenoxy)-5-methyl-1-((2-(trimethylsilyl) ethoxy) methyl)-1H-pyrazole-4-carboxylate IC=1C=C(OC2=NN(C(=C2C(=O)OCC)C)COCC[Si](C)(C)C)C=CC1